((1r,3r)-3-methyl-3-((6-(1-methyl-1H-pyrazol-4-yl)pyrazolo[1,5-a]pyrazin-4-yl)oxy)cyclobutyl)acrylamide CC1(CC(C1)C(C(=O)N)=C)OC=1C=2N(C=C(N1)C=1C=NN(C1)C)N=CC2